1-(2-(5-(3-methoxyphenyl)isoindolin-2-yl)-2-oxoethyl)-1H-1,2,4-triazole-3-carbonitrile COC=1C=C(C=CC1)C=1C=C2CN(CC2=CC1)C(CN1N=C(N=C1)C#N)=O